BrC=1C=CC(=NC1)OC1(COC1)C1=CC(=C(C=C1F)N=CN(C)CC)C N'-(4-(3-((5-bromopyridin-2-yl)oxy)oxetan-3-yl)-5-fluoro-2-methylphenyl)-N-ethyl-N-methylformimidamide